tert-butyl (3-oxopropyl)(4-(trifluoromethyl) phenethyl)carbamate O=CCCN(C(OC(C)(C)C)=O)CCC1=CC=C(C=C1)C(F)(F)F